NC1=C(C(=O)O)C=CC(=C1)[C@H]1N(CC[C@H](C1)OCC)CC1=C2C=CNC2=C(C=C1OC)C 2-amino-4-((2S,4R)-4-ethoxy-1-((5-methoxy-7-methyl-1H-indol-4-yl)methyl)piperidin-2-yl)benzoic acid